tert-Butyl 3-(1-amino-2-(4-fluorophenyl)propan-2-yl)pyrrolidine-1-carboxylate NCC(C)(C1=CC=C(C=C1)F)C1CN(CC1)C(=O)OC(C)(C)C